N-(5-(difluoromethoxy)-1H-pyrazol-3-yl)-1-(1-(tetrahydro-2H-pyran-3-yl)ethyl)-1H-pyrazolo[3,4-b]pyrazin-6-amine FC(OC1=CC(=NN1)NC1=CN=C2C(=N1)N(N=C2)C(C)C2COCCC2)F